C(COCC(=O)Cl)(=O)Cl diglycolyl dichloride